(R)-3-methyl-4-(1-(methylsulfonyl)-6-(1H-pyrrolo[2,3-b]pyridin-4-yl)-1H-pyrrolo[3,2-c]pyridin-4-yl)morpholine C[C@H]1N(CCOC1)C1=NC(=CC2=C1C=CN2S(=O)(=O)C)C2=C1C(=NC=C2)NC=C1